C1(CC1)S(=O)(=O)C1=CC(=C(C=C1)N(C1=NC(=C(C(=N1)NC1=NNC(=C1)C)OC)C=1C=NN(C1)C)C)F N2-(4-(cyclopropylsulfonyl)-2-fluorophenyl)-5-methoxy-N2-methyl-N4-(5-methyl-1H-pyrazol-3-yl)-6-(1-methyl-1H-pyrazol-4-yl)pyrimidine-2,4-diamine